(2-(2-(4-bromo-1H-pyrazol-1-yl)ethoxy)ethyl)-3,7-difluoro-1H-indole BrC=1C=NN(C1)CCOCCN1C=C(C2=CC=CC(=C12)F)F